C1(CCCCC1)C=1C=C(C=CC1O)C1(CCCCC1)C1=CC(=C(C=C1)O)C1CCCCC1 1,1-bis(3-cyclohexyl-4-hydroxyphenyl)cyclohexane